FC=1C=C2C(=C(C=NC2=CC1)S(=O)(=O)N1CCC2(C[C@H](CO2)NC[C@@H](COC=2C=C(C=CC2)S(=O)(=O)NC)O)CC1)O 3-((S)-3-((R)-8-(6-fluoro-4-hydroxyquinolin-3-ylsulfonyl)-1-oxa-8-azaspiro[4.5]decan-3-ylamino)-2-hydroxypropoxy)-N-methylbenzenesulfonamide